C(N)(=O)C=1C(=C2NC1C(=C1C(C(C(=N1)C=C1C(=C(C(N1)=CC=1C(=C(C(N1)=C2)CC)C)C=C)C)C)CCC(=O)OC)CC(=O)OC)C methyl 3-(3-carbamoyl-18-ethyl-5-(2-methoxy-2-oxoethyl)-2,8,12,17-tetramethyl-13-vinyl-7H,8H-porphyrin-7-yl)propanoate